C(C=C)OCC1=C(C=CC=C1)CC=1C(=NN(C1)C(F)F)C1=NC(=NC(=C1)Cl)N 4-[4-[[2-(allyloxymethyl)phenyl]methyl]-1-(difluoromethyl)pyrazol-3-yl]-6-chloro-pyrimidin-2-amine